OC=1C(=C(C(=C(C(=O)O)C1)CC)O)C(=O)O dihydroxy(2-ethyl)terephthalic acid